5-bromo-2-((4-(4-methylpiperazin-1-yl)phenyl)amino)pyrimidine-4-carboxylic acid BrC=1C(=NC(=NC1)NC1=CC=C(C=C1)N1CCN(CC1)C)C(=O)O